C(C)(C)(C)OC(=O)N1CC(CCCC1)COC1=CC=C(C=C1)S(=O)(=O)C 3-((4-(methylsulfonyl)phenoxy)methyl)azepane-1-carboxylic acid tert-butyl ester